N-(2-(4-(4-cyclobutylpiperazine-1-yl)piperidine-1-yl)-5-((6-((R)-3-(2,5-difluorophenyl)isoxazolidine-2-yl)pyrimidine-4-yl)amino)-4-methoxyphenyl)acrylamide C1(CCC1)N1CCN(CC1)C1CCN(CC1)C1=C(C=C(C(=C1)OC)NC1=NC=NC(=C1)N1OCC[C@@H]1C1=C(C=CC(=C1)F)F)NC(C=C)=O